OC(CN1C=NC2=C(C1=O)C=C(N=C2N2C=NC=C2)C2=NC(=CC=C2)C(F)(F)F)(C)C 3-(2-hydroxy-2-methylpropyl)-8-(1H-imidazol-1-yl)-6-(6-(trifluoromethyl)pyridin-2-yl)pyrido[3,4-d]pyrimidin-4(3H)-one